BrC1=C(C=C(OC2OCCCC2)C=C1C)C 2-(4-bromo-3,5-dimethyl-phenoxy)tetrahydropyran